N[C@H]1CN(CCC1)C(=O)C=1C=C(C=2N(C1)N=C(C2C)C=2N(C1=C(C=CC=C1C2)C2CCN(CC2)C(C(C)(C)OC)=O)CC2CC2)F (R)-1-(4-(2-(6-(3-aminopiperidine-1-carbonyl)-4-fluoro-3-methylpyrazolo[1,5-a]pyridin-2-yl)-1-(cyclopropylmethyl)-1H-indol-7-yl)piperidin-1-yl)-2-methoxy-2-methylpropan-1-one